5-chloro-6-cyano-N-(6-methoxy-2-methylpyridin-3-yl)-2-((2-methyl-4-(trifluoromethoxy)phenyl)amino)nicotinamide ClC=1C(=NC(=C(C(=O)NC=2C(=NC(=CC2)OC)C)C1)NC1=C(C=C(C=C1)OC(F)(F)F)C)C#N